CC(C)C#C 2-methylbut-3-yne